ClC1=C(C(=C(C=C1OC)OC)Cl)C1=NC(=C2C=C(N=CC2=C1)NC1=C(C=CC=C1C)NC(C=C)=O)NC1COCC1 N-(2-((7-(2,6-dichloro-3,5-dimethoxyphenyl)-5-((tetrahydrofuran-3-yl)amino)-2,6-naphthyridin-3-yl)amino)-3-methylphenyl)acrylamide